3,6-dicarboxyphthalic anhydride C(=O)(O)C1=C2C(C(=O)OC2=O)=C(C=C1)C(=O)O